5-[(2-fluorophenyl)methoxy]-N-[1-(2-hydroxyethyl)-2-oxopyrrolidin-3-yl]-2-methylfuro[2,3-c]pyridine-3-carboxamide FC1=C(C=CC=C1)COC=1C=C2C(=CN1)OC(=C2C(=O)NC2C(N(CC2)CCO)=O)C